(Z)-1-cyano-N-(2,3-dihydroxypropyl)-2-(6-(piperidin-1-yl)naphthalen-2-yl)prop-1-en-1-sulfonamide C(#N)/C(=C(\C)/C1=CC2=CC=C(C=C2C=C1)N1CCCCC1)/S(=O)(=O)NCC(CO)O